2-[3-(4,4-dimethylcyclohex-1-en-1-yl)-6-oxopyridazin-1(6H)-yl]-N-([1,2,4]triazolo[1,5-a]pyridin-7-yl)acetamide CC1(CC=C(CC1)C1=NN(C(C=C1)=O)CC(=O)NC1=CC=2N(C=C1)N=CN2)C